CC(=CC)C1=CC=CC=C1 alpha-methyl-beta-methyl-styrene